Cl.O1N=C(C2=C1C=CC=C2)C2=C(C=C(C=C2)C#N)[C@H](CC2=NC=CC=C2)N (S)-1-[2-(Benzo[d]isoxazol-3-yl)-5-cyanophenyl]-2-(pyridine-2-yl)ethan-1-amine hydrochloride